C(C)(C)NC(=O)C1(CCNCC1)C N-isopropyl-4-methyl-piperidine-4-carboxamide